1-(4-(4-Methoxyphenethoxy)phenethyl)-3-(trifluoromethyl)-1H-1,2,4-triazole COC1=CC=C(CCOC2=CC=C(CCN3N=C(N=C3)C(F)(F)F)C=C2)C=C1